C(CC)(=O)OCC(CN1CCC(CC1)NC1C2=CC(N(C2=CC=C1)CC(F)(F)F)I)OC(CC)=O 3-(4-((2-iodo-1-(2,2,2-trifluoroethyl)4H-indol-4-yl)amino)piperidin-1-yl)propane-1,2-diyl dipropionate